2,4,6-trimethylbenzoyl-diphenylphosphinate (2,4,6-trimethylbenzoyl-diphenyl phosphinate) CC1=C(C(=O)C2=C(C=CC=C2)P(O)(=O)C2=CC=CC=C2)C(=CC(=C1)C)C.CC1=C(C(=O)C2=C(C=CC=C2)P(O)(=O)C2=CC=CC=C2)C(=CC(=C1)C)C